C1(CC1)S(=O)(=O)N1N=CC(=C1)C1=NC=CC(=N1)NC1=NC=C(C(=C1)NC1CCC(CC1)CO)C#CC1OCCC1 ((1s,4s)-4-((2-((2-(1-(Cyclopropylsulfonyl)-1H-pyrazol-4-yl)pyrimidin-4-yl)amino)-5-((tetrahydrofuran-2-yl)ethynyl)pyridin-4-yl)amino)cyclohexyl)methanol